COC1=CC(=CC(=C1)F)OC 1,3-dimethoxy-5-fluorobenzene